N-[4-[(E)-3-[4-[2-Hydroxyethyl(methyl)amino]phenyl]prop-2-enoyl]phenyl]-2,2-dimethylpropanamide OCCN(C1=CC=C(C=C1)/C=C/C(=O)C1=CC=C(C=C1)NC(C(C)(C)C)=O)C